4-amino-1,4,5,6-tetrahydroazepino[4,3-b]indol-3(2H)-one NC1CC=2NC=3C=CC=CC3C2CNC1=O